CC(C1=CC(=CC=C1)CN1C2=NC(=NC(=C2N=C1C(F)(F)F)N)S(=O)(=O)C)(C)P([O-])([O-])=O (dimethyl 3-((6-amino-2-(methylsulfonyl)-8-(trifluoromethyl)-9H-purin-9-yl)methyl)benzyl)phosphonate